N(C1=CC=CC=C1)C1=NC(=NC=C1C)NC=1C=CC(=C(C(=O)[O-])C1)Br 5-[(4-anilino-5-methyl-pyrimidin-2-yl) amino]-2-bromo-benzoate